C(C)(=O)C1=C(C=CC(=C1)F)C1=NSC=C1CC1=CC(=NN1C)C#N 5-((3-(2-acetyl-4-fluorophenyl)isothiazol-4-yl)methyl)-1-methyl-1H-pyrazole-3-carbonitrile